Methyl 2,3,4-Tri-O-benzyl-6-deoxy-6-diethoxyphosphinylmethylene-α-D-mannopyranoside C(C1=CC=CC=C1)O[C@@H]1[C@@H](OC)O[C@@H]([C@H]([C@@H]1OCC1=CC=CC=C1)OCC1=CC=CC=C1)C=CP(=O)(OCC)OCC